propenyl-triethyl-ammonium bromide [Br-].C(=CC)[N+](CC)(CC)CC